Cl.N[C@H]1CN(CC1)C=1C=CN=C2C=CC(=NC12)C=1C=C(C=CC1)S(=O)(=O)NCC1=CC=CC=C1 3-{8-[(3R)-3-aminopyrrolidin-1-yl]-1,5-naphthyridin-2-yl}-N-benzylbenzene-1-sulfonamide hydrochloride